N1(CCCCC1)CCO trans-2-piperidino-1-ethanol